ONC(C(CCN1CCC(=CC1)C1=CC=C(C=C1)C#CCCCOC)(S(=O)(=O)C)C)=O N-hydroxy-4-(4-(4-(5-methoxypent-1-yn-1-yl)phenyl)-3,6-dihydropyridin-1(2H)-yl)-2-methyl-2-(methylsulfonyl)butanamide